CC=1C(C=CC(C1)(N)N)=C1C(=CC(N)(C=C1)N)C 2,2'-dimethyl-4,4'-Diaminobenzidine